(R)-2-(((3-butyl-5-(4-fluorophenyl)-7-methoxy-2-methyl-1,1-dioxido-2,3,4,5-tetrahydro-1,2,5-benzothiadiazepin-8-yl)methyl)thio)acetic acid C(CCC)[C@H]1N(S(C2=C(N(C1)C1=CC=C(C=C1)F)C=C(C(=C2)CSCC(=O)O)OC)(=O)=O)C